(4Z)-2-methylsulfanyl-4-(quinoxalin-6-ylmethylene)-1H-imidazol-5-one CSC=1NC(/C(/N1)=C/C=1C=C2N=CC=NC2=CC1)=O